O\N=C(/N)\N1CCN(CC1)C(=O)OC(C)(C)C tert-butyl 4-[(E)-N'-hydroxycarbamimidoyl]piperazine-1-carboxylate